octyl-dodecanol laurate C(CCCCCCCCCCC)(=O)OC(CCCCCCCCCCC)CCCCCCCC